7'-(2-(4-fluoropiperidin-1-yl)ethoxy)-8'-methyl-1',1'-dioxidospiro[cyclopropane-1,4'-pyrido[2,3-b][1,4,5]oxathiazepin] FC1CCN(CC1)CCOC=1C(=CC2=C(OC3(C=NS2(=O)=O)CC3)N1)C